CN(CCCC(=O)N1CC2=CC(=CC=C2CC1)OC1=CC(=C(C=C1)C(F)(F)F)F)C 4-(dimethylamino)-1-(7-(3-fluoro-4-(trifluoro-methyl)phenoxy)-3,4-dihydroisoquinolin-2(1H)-yl)butan-1-one